N-{2-[(5-amino-1,3,4-thiadiazol-2-yl)sulfanyl]ethyl}-4-fluorobenzene-1-sulfonamide NC1=NN=C(S1)SCCNS(=O)(=O)C1=CC=C(C=C1)F